NC(CC[C@H]1C(N(CC2N(O[C@@H](C(N21)=O)CC(C)C)C(=O)NCCC(C2=CC=CC=C2)C2=CC=CC=C2)CCC(C2=CC=CC=C2)C2=CC=CC=C2)=O)=O (3R,6S)-6-(3-amino-3-oxopropyl)-N,8-bis(3,3-diphenylpropyl)-3-isobutyl-4,7-dioxohexahydropyrazino[2,1-c][1,2,4]oxadiazine-1(6H)-carboxamide